CC1N(CCC1)C1=CC=C(C=N1)NC(OC1=CC=CC=C1)=O phenyl (6-(2-methylpyrrolidin-1-yl)pyridin-3-yl)carbamate